4-(3-(3-fluoro-4-((3aR,6aS)-hexahydropyrrolo[3,4-c]pyrrol-2(1H)-yl)phenyl)-2-methyl-3H-imidazo[4,5-b]pyridin-5-yl)pyridin-2-amine FC=1C=C(C=CC1N1C[C@@H]2CNC[C@@H]2C1)N1C(=NC=2C1=NC(=CC2)C2=CC(=NC=C2)N)C